4-(9-ethyl-2-(6-methyl-5-phenylpyridazin-3-yl)-8-(pyridin-4-yl)-9H-purin-6-yl)morpholine C(C)N1C2=NC(=NC(=C2N=C1C1=CC=NC=C1)N1CCOCC1)C=1N=NC(=C(C1)C1=CC=CC=C1)C